FC(C1=CC=C(C=N1)N1C=2N(CC(C1)CNC(C=C)=O)N=CC2)(F)F N-((4-(6-(trifluoromethyl)pyridin-3-yl)-4,5,6,7-tetrahydropyrazolo[1,5-a]pyrimidin-6-yl)methyl)acrylamide